BrC1=C(C(=C(C=C1)[C@H]1C(CN(CC1)C(=O)OC(C)(C)C)(F)F)F)F tert-butyl (4S)-4-(4-bromo-2,3-difluoro-phenyl)-3,3-difluoro-piperidine-1-carboxylate